2-((1r,4r)-4-(2-(morpholine-4-carbonyl)imidazo[4,5-d]pyrrolo[2,3-b]pyridin-1(6H)-yl)cyclohexyl)acetonitrile N1(CCOCC1)C(=O)C1=NC=2C(=C3C(=NC2)NC=C3)N1C1CCC(CC1)CC#N